fluoroisophthaloyl chloride FC1=C(C(=O)Cl)C=CC=C1C(=O)Cl